COC1=CC=C2CC/C(/C2=C1)=C\C=O (E)-(6-Methoxy-1-indanylidene)acetaldehyde